ethyl 8-(8-acetyl-5,6,7,8-tetrahydro-1,8-naphthyridin-2-yl)-4,4-difluoro-octanoate C(C)(=O)N1CCCC=2C=CC(=NC12)CCCCC(CCC(=O)OCC)(F)F